3'-[1,4,8-triazacycloundecane-1,8-diylbis(methylene)]bis[N-(1,2-dihydroxyethyl)-2-hydroxy-5-methylbenzamide] N1(CCNCCCN(CCC1)CC=1C(=C(C(=O)NC(CO)O)C=C(C1)C)O)CC=1C(=C(C(=O)NC(CO)O)C=C(C1)C)O